NC1=CC=C(C=N1)N1C(N(C2=C1C=CC=C2)CC2CCC(CC2)NC(C2=C(N=CC(=C2)Cl)C)=O)=O N-((1r,4r)-4-((3-(6-aminopyridin-3-yl)-2-oxo-2,3-dihydro-1H-benzo[d]imidazol-1-yl)methyl)cyclohexyl)-5-chloro-2-methylnicotinamide